C(C(=C)C)(=O)OCC(OC(N)=O)C1=C(C)C=CC(=C1)C(COC(C(=C)C)=O)OC(N)=O 2,4-tolylenebis(2-carbamoyloxyethyl) dimethacrylate